N1=C(C=CC=C1)NCC1N(CC1)C1(CN(C2=NC=CC=C2C1)C1=NC=NS1)C(=O)O 3-{([(pyridin-2-yl)amino]methyl)azetidin-1-yl}-1-(1,2,4-thiadiazol-5-yl)-1,4-dihydro-1,8-naphthyridine-3-carboxylic acid